(2-bromo-4-(1-isopropyl-4-(trifluoromethyl)-1H-imidazol-2-yl)phenyl)methanol BrC1=C(C=CC(=C1)C=1N(C=C(N1)C(F)(F)F)C(C)C)CO